3-(5-(trifluoromethyl)-1,2,4-oxadiazol-3-yl)benzoic acid FC(C1=NC(=NO1)C=1C=C(C(=O)O)C=CC1)(F)F